methyl 2-((3-(benzyloxy)benzyl)oxy)-2-cyclohexylacetate C(C1=CC=CC=C1)OC=1C=C(COC(C(=O)OC)C2CCCCC2)C=CC1